(R,S)-7-((tert-butyldimethylsilyl)oxy)-1-(3,5-dimethoxy-2-methylphenyl)heptan-2-ol [Si](C)(C)(C(C)(C)C)OCCCCC[C@H](CC1=C(C(=CC(=C1)OC)OC)C)O